C1(=CC=CC=C1)OC(C1=C(C=CC=C1)N(S(=O)(=O)CCCC)C)=O 2-(N-methylbutylsulfonamido)benzoic acid phenyl ester